BrC=1C=CC2=C(N(N=N2)C)C1Cl 6-bromo-7-chloro-1-methyl-1H-benzo[d][1,2,3]triazole